N-(5-(2,6-Difluoro-4-methoxyphenyl)-1-methyl-2-(4-methyl-6-((tetrahydrofuran-3-yl)oxy)pyridin-2-yl)-3-oxo-2,3-dihydro-1H-pyrazol-4-yl)-4-(difluoromethoxy)benzamide FC1=C(C(=CC(=C1)OC)F)C1=C(C(N(N1C)C1=NC(=CC(=C1)C)OC1COCC1)=O)NC(C1=CC=C(C=C1)OC(F)F)=O